ClCCCCCCCC(=O)[O-] 8-chlorooctanoate